N-methyl-α-ethyl-3,4-methylenedioxy-phenethylamine CNC(CC1=CC2=C(C=C1)OCO2)CC